phosphorus (V) compound with tetrabutylammonium pyrophosphate [O-]P([O-])(=O)OP(=O)([O-])[O-].C(CCC)[N+](CCCC)(CCCC)CCCC.[P+5]